C(C)(C)C1=C(C(=CC=C1)C(C)C)N=C(O)C=1C=CC=2C3=CC=C(C=4C(=CC=C(C5=CC=C(C1C52)C(O)=NC5=C(C=CC=C5C(C)C)C(C)C)C43)C(=O)O)C(=O)O N,N'-bis(2,6-diisopropylphenyl)-3,4,9,10-perylenetetracarboxylic acid diimide